NCCOCCOCCC(=O)NC1=C(C(=O)NC2=NC=C(C=C2)F)C=CC=C1 2-(3-(2-(2-aminoethoxy)ethoxy)propanamido)-N-(5-fluoropyridin-2-yl)benzamide